5-(3-(11H-benzo[a]carbazol-11-yl)-2-bromophenyl)-5H-benzo[b]carbazole C1=CC=CC=2C1=C1N(C3=CC=CC=C3C1=CC2)C=2C(=C(C=CC2)N2C1=CC=CC=C1C=1C=C3C(=CC21)C=CC=C3)Br